C(CCCCCCC\C=C/C\C=C/CCCCC)(=O)OCC(COC(\C=C(/CCCCCC)\CCCC)=O)COC(=O)OCCCN1CCCCC1 3-(((Z)-3-butylnon-2-enoyl)oxy)-2-((((3-(piperidin-1-yl)propoxy)carbonyl)oxy)methyl)propyl (9Z,12Z)-octadeca-9,12-dienoate